Cl.FC(C=1C(=C(C=CC1)C(C)N)C)F 1-(3-(difluoromethyl)-2-methylphenyl)ethane-1-amine hydrochloride